6-(Aminomethyl)-2-isopropyl-8-(6-methyl-7-oxo-6,7-dihydro-1H-pyrrolo[2,3-c]pyridin-4-yl)-2H-1,4-benzoxazin-3(4H)-one NCC=1C=C(C2=C(NC(C(O2)C(C)C)=O)C1)C=1C2=C(C(N(C1)C)=O)NC=C2